FC1=CC=C(C=C1)CCC(=O)NC1CCN(CC1)C=1C2=C(N=CN1)C(=CS2)C2=CC=CC=C2 3-(4-fluorophenyl)-N-(1-(7-phenylthieno[3,2-d]pyrimidin-4-yl)piperidin-4-yl)propanamide